CC=1N=C2N(N=C(C=C2C)C=2C=C3C=CN(C(C3=C(C2)F)=O)[C@H]2CNCC2)C1 (R)-6-(2,8-dimethylimidazo[1,2-b]pyridazin-6-yl)-8-fluoro-2-(pyrrolidin-3-yl)isoquinolin-1(2H)-one